2-isopropyl-N4-(2-morpholinopyridin-4-yl)-6-phenyl-1,3,5-triazine-2,4-diamine C(C)(C)C1(NC(=NC(=N1)NC1=CC(=NC=C1)N1CCOCC1)C1=CC=CC=C1)N